C(C)(=O)OCCP(=O)(O)O phosphonoethyl acetate